NCCCN(CCN(CCN)CCCN)CCCN N,N,N'-tris(3-aminopropyl)diethylenetriamine